2-(4-methoxy-1H-indole-2-carbonyl)-N-[(2S)-1-oxo-3-[(3S)-2-oxopiperidin-3-yl]propan-2-yl]-hexahydro-1H-cyclopenta[c]pyrrole-1-carboxamide COC1=C2C=C(NC2=CC=C1)C(=O)N1C(C2C(C1)CCC2)C(=O)N[C@H](C=O)C[C@H]2C(NCCC2)=O